BrC1=CC2=C(N(C(=N2)C2=C(C=CC=C2)C2=C(C=C(C=C2)C)C)CC)C=C1 5-bromo-2-(2',4'-dimethyl-[1,1'-biphenyl]-2-yl)-1-ethyl-1H-benzo[d]imidazole